C[Si](C)(C)[NH-] trimethylsilylamide